5-(benzyloxy)-2-bromo-4-methylbenzoic acid methyl-5-(benzyloxy)-2-bromo-4-methylbenzoate COC(C1=C(C=C(C(=C1)OCC1=CC=CC=C1)C)Br)=O.C(C1=CC=CC=C1)OC=1C(=CC(=C(C(=O)O)C1)Br)C